C(C)(C)[C@H]1NCCC2=CC=CC=C12 (1R)-1-isopropyl-1,2,3,4-tetrahydroisoquinoline